2-(2,6-dioxapiperidin-3-yl)-4-fluoroisoindole-1,3-dione N1OC(CCO1)N1C(C2=CC=CC(=C2C1=O)F)=O